ethyl 2-(3-(2-((2-((tert-butoxycarbonyl)amino)ethyl)(methyl)amino)ethoxy)phenyl)acetate C(C)(C)(C)OC(=O)NCCN(CCOC=1C=C(C=CC1)CC(=O)OCC)C